C(CCCCCCCCCCCCCCCCC)N[C@@H](C)C(=O)O N-Octadecylalanin